1,2,3,4-tetrahydro[1,5]naphthyridine N1CCCC2=NC=CC=C12